BrC1=CC=2N(C(N(C(C2S1)=O)C1=CN=CC2=CC=CC(=C12)F)=O)CCC#N 3-[6-bromo-3-(5-fluoro-4-isoquinolyl)-2,4-dioxo-thieno[3,2-d]pyrimidin-1-yl]propanenitrile